1,3-propanediol monopropionate C(CC)(=O)OCCCO